O1CC(C1)N1C(=CC2=C1N=CN=C2)C#N 7-(oxetan-3-yl)-7H-pyrrolo[2,3-d]pyrimidine-6-carbonitrile